2-Bromo-N-(4-fluorophenyl)acrylamide BrC(C(=O)NC1=CC=C(C=C1)F)=C